FC(C(=O)[O-])(F)F.C(#N)C1(CC1)[C@H]1NC(N(C1)[C@H](CC1=CC=2N(N=C1)C=C(N2)[C@@H]([NH3+])C2CCC(CC2)(F)F)OC)=O (S)-(7-((S)-((R)-4-(1-Cyanocyclopropyl)-2-oxoimidazolidin-1-yl)-2-methoxyethyl)imidazo[1,2-b]pyridazin-2-yl)(4,4-difluorocyclohexyl)methanaminium 2,2,2-trifluoroacetate